7-(3,5-dimethyl-1H-pyrazol-4-yl)-8,9,10,11-tetrahydro-3H-pyrazolo[4,3-a]phenanthridine CC1=NNC(=C1C1=NC2=CC=C3C(=C2C=2CCCCC12)C=NN3)C